Tert-butyl-2-(4-methylpyridin-2-yl)morpholin-4-carboxylate C(C)(C)(C)OC(=O)N1CC(OCC1)C1=NC=CC(=C1)C